ClC=1C=C(C=CC1)S(=O)(=O)N1CCC(CC1)C(=O)NC=1SC2=C(N1)C(=CC(=C2)C)C 1-((3-chlorophenyl)sulfonyl)-N-(4,6-dimethylbenzo[d]thiazol-2-yl)piperidine-4-carboxamide